Ethyl (R)-2-methylpropane-1-sulfinate CC(C[S@](=O)OCC)C